7-chloro-5-(2-methylazetidin-1-yl)pyrido[3,4-b]pyrazine-2-carbaldehyde oxime ClC1=CC=2C(=NC=C(N2)C=NO)C(=N1)N1C(CC1)C